N-(4-(dimethylamino)butyl)-4-morpholino-2-(4-(m-tolyl)-1H-pyrazol-1-yl)furo[3,2-d]pyrimidine-6-carboxamide CN(CCCCNC(=O)C1=CC=2N=C(N=C(C2O1)N1CCOCC1)N1N=CC(=C1)C=1C=C(C=CC1)C)C